N-(3-Hydroxy-2-(pyridin-2-yl)-4,5,6,7-tetrahydro-2H-indazol-5-yl)-2-phenylacetamide OC=1N(N=C2CCC(CC12)NC(CC1=CC=CC=C1)=O)C1=NC=CC=C1